(5R,11aS)-9-Fluoro-5-methyl-1,2,5,6,11,11a-hexahydro-3H-indolizino[6,7-b]indol-3-one FC1=CC=2C3=C(NC2C=C1)[C@H](N1C(CC[C@H]1C3)=O)C